6-(2-(3,6-diamino-5-(2-aminoethylcarbamoyl) pyrazine-2-carboxamido) ethylamino)-6-oxohexane-1,5-diyldicarbamate NC=1C(=NC(=C(N1)C(NCCN)=O)N)C(=O)NCCNC(C(CCCCNC([O-])=O)NC([O-])=O)=O